FC1(CCCC=2C(=NC(=NC12)N1[C@@H](CCCC1)C)N1C[C@@H]2C([C@@H]2C1)CC(=O)[O-])F 2-((1R,5S,6S)-3-(8,8-difluoro-2-((R)-2-methylpiperidin-1-yl)-5,6,7,8-tetrahydroquinazolin-4-yl)-3-azabicyclo[3.1.0]hexan-6-yl)acetate